C(C)(=O)C1=NN(C2=CC(=CC=C12)P(O)(=O)C)CC(=O)N1[C@H]2C[C@]2(C[C@H]1C(NCC1=C(C(=CC=C1)Cl)F)=O)CN(C)C (3-acetyl-1-(2-((1S,3S,5S)-3-((3-chloro-2-fluorobenzyl)carbamoyl)-5-((dimethylamino)methyl)-2-azabicyclo[3.1.0]hexan-2-yl)-2-oxoethyl)-1H-indazol-6-yl)(methyl)phosphinic acid